FC(COC=1C(=NC=CC1)OC1=CC=2N(C=C1)N=C(C2)C(=O)[O-])(F)F.[Li+].COC(=O)C2=CC=C(C=C2)NO 4-methoxycarbonylphenyl-hydroxylamine lithium 5-((3-(2,2,2-trifluoroethoxy)pyridin-2-yl)oxy)pyrazolo[1,5-a]pyridine-2-carboxylate